FC=1C(=C(C=C(C1)C1COC1)B(O)O)OC (3-fluoro-2-methoxy-5-(oxetan-3-yl)phenyl)boronic acid